p-mentha-1(7),2-diene C1(C=CC(CC1)C(C)C)=C